S(=O)(=O)(O)O.CSC(N)=N.CSC(N)=N S-methylisothiourea hemisulfate salt